4-(2-oxo-7-(trifluoromethyl)-2,3-dihydro-1H-benzo[d]imidazol-1-yl)piperidine-1-carboxylic acid tert-Butyl ester C(C)(C)(C)OC(=O)N1CCC(CC1)N1C(NC2=C1C(=CC=C2)C(F)(F)F)=O